O=C(/C=C/C1=CC=C(C(=O)NC(C(=O)O)CCC)C=C1)C1=CC=CC=C1 2-[[4-[(E)-3-oxo-3-phenylprop-1-enyl]benzoyl]amino]pentanoic acid